chloric acid Cl(=O)(=O)O